(1-bromonaphthalen-2-yl)-N,N'-bis(2-chlorophenyl)phosphoric acid diamide BrC1=C(C=CC2=CC=CC=C12)N(P(NC1=C(C=CC=C1)Cl)(O)=O)C1=C(C=CC=C1)Cl